C(C)(C)(C)NC1=NC=C2N=C(N(C2=N1)C1CCN(CC1)C(=O)OC(C)(C)C)NC1=CC=C(C=C1)Cl tert-Butyl 4-(2-(tert-butylamino)-8-((4-chlorophenyl)amino)-9H-purin-9-yl)piperidine-1-carboxylate